5-chloro-N2-(5-(4-methylpiperazin-1-yl)pyridin-2-yl)-N4-(3-(trifluoromethyl)phenyl)pyrimidine-2,4-diamine ClC=1C(=NC(=NC1)NC1=NC=C(C=C1)N1CCN(CC1)C)NC1=CC(=CC=C1)C(F)(F)F